(1R,2S,5S)-3-(2-(3-acetyl-5-(2-(hydroxymethyl)pyrimidin-5-yl)-7-methyl-1H-indazol-1-yl)acetyl)-N-(6-bromo-5-fluoro-3-methylpyridin-2-yl)-3-azabicyclo[3.1.0]hexane-2-carboxamide C(C)(=O)C1=NN(C2=C(C=C(C=C12)C=1C=NC(=NC1)CO)C)CC(=O)N1[C@@H]([C@@H]2C[C@@H]2C1)C(=O)NC1=NC(=C(C=C1C)F)Br